2-(2-chloro-5-methylpyrimidin-4-yl)-5-(methoxymethyl)-5,6-dihydropyrazolo[1,5-c]pyrimidin-7(4H)-one ClC1=NC=C(C(=N1)C1=NN2C(NC(CC2=C1)COC)=O)C